8-((2-(2,6-dioxopiperidin-3-yl)-1-oxoisoindolin-4-yl)thio)-N,N,N-triethyloctan-1-aminium chloride [Cl-].O=C1NC(CCC1N1C(C2=CC=CC(=C2C1)SCCCCCCCC[N+](CC)(CC)CC)=O)=O